piperazin-1-ylethylamine N1(CCNCC1)CCN